C(C1=CC(O)=C(O)C(O)=C1)(=O)O[C@@]([C@]([C@@]([C@](C(=O)C(C1=CC(O)=C(O)C(O)=C1)=O)(OC(C1=CC(O)=C(O)C(O)=C1)=O)C(C1=CC(O)=C(O)C(O)=C1)=O)(OC(C1=CC(O)=C(O)C(O)=C1)=O)C(C1=CC(O)=C(O)C(O)=C1)=O)(OC(C1=CC(O)=C(O)C(O)=C1)=O)C(C1=CC(O)=C(O)C(O)=C1)=O)(CO)C(C1=CC(O)=C(O)C(O)=C1)=O Nonagalloyl-glucose